(S)-3-(N-(4-chloro-5-cyano-2-((2,2-dimethylcyclopentyl)oxy)phenyl)sulfamoyl)-4-cyclopropylbenzoic acid ClC1=CC(=C(C=C1C#N)NS(=O)(=O)C=1C=C(C(=O)O)C=CC1C1CC1)O[C@@H]1C(CCC1)(C)C